C(C1=CC=CC=C1)OC(=O)N1CCC(CC1)C[C@@H](C(=O)NC1=CC(=C(C=C1)SCC1=CC=CC=C1)OC)NC(C1=CC=C(C=C1)F)=O (S)-4-(3-((4-(benzylthio)-3-methoxyphenyl)amino)-2-(4-fluorobenzamido)-3-oxopropyl)piperidine-1-carboxylic acid benzyl ester